8-(4-(2-(dimethylamino)ethoxy)-2-fluorophenyl)-N-(4-morpholinylphenyl)quinazolin-2-amine CN(CCOC1=CC(=C(C=C1)C=1C=CC=C2C=NC(=NC12)NC1=CC=C(C=C1)N1CCOCC1)F)C